ClC=1C(=NC2=CC=CC=C2C1C1=C(C=CC(=C1)O)C)C(=O)N 3-chloro-4-(5-hydroxy-2-methyl-phenyl)quinoline-2-carboxamide